OCCNC1=CC(=C(C(=O)NCC=2OC(=NN2)C=2SC=CC2)C=C1)OC 4-((2-hydroxyethyl)amino)-2-methoxy-N-((5-(thiophen-2-yl)-1,3,4-oxadiazol-2-yl)methyl)benzamide